CN(C(=O)[C@@H]1CC12CCN(CC2)C(=O)OC(C(F)(F)F)C(F)(F)F)C=2N=NC=CC2 |r| 1,1,1,3,3,3-Hexafluoropropan-2-yl (±)-1-(methyl(pyridazin-3-yl)carbamoyl)-6-azaspiro[2.5]octan-6-carboxylat